FC1=C(SC=C1)C(=O)OC methyl 3-fluorothiophene-2-carboxylate